CN(C(C(C=1C=C(C=CC1)C)=O)=O)C N,N-dimethyl-2-oxo-2-(m-tolyl)acetamide